C1(CC1)C1=CC=C(CC2=C(C#N)C=CC(=C2)[C@]2(O)[C@H](O)[C@@H](O)[C@H](O)[C@H](O2)CO)C=C1 2-(4-cyclopropyl-benzyl)-4-(β-D-glucopyranos-1-yl)-benzonitrile